ClC=1C=C2C(=CN1)N(C(=C2)C=2C(=NC(=CC2OC)C)OC)C 5-chloro-2-(2,4-dimethoxy-6-methylpyridin-3-yl)-1-methyl-1H-pyrrolo[2,3-c]pyridine